C(C)(C)(C)OC(=O)C=1C=NC(=CC1NC1CCC(CC1)C(N)=O)Cl.FC(OC1=CC=C(C=C1)C1=CN=C2N1C=CN=C2NC2=CC=C(C=C2)N2C(OCC2)=O)F 3-[4-[[3-[4-(difluoromethoxy)phenyl]imidazo[1,2-a]pyrazin-8-yl]amino]phenyl]oxazolidin-2-one tert-butyl-4-[(4-carbamoylcyclohexyl)amino]-6-chloro-pyridine-3-carboxylate